(E)-12-oxacyclohexadecen-2-one C=1/C(CCCCCCCCCOCCC/C1)=O